N=1C=CC=2C1N(C=CC2)C(=O)N pyrrolo[2,3-b]pyridine-7-carboxamide